CN(C)CC(C)C (dimethylamino)-2-methylpropan